CC1(N(C2=CC(=CC=C2CC1)N1CCOCC1)C(=O)NCCC1=CC=CC=C1)C 2,2-Dimethyl-7-morpholino-N-phenethyl-3,4-dihydroquinoline-1(2H)-carboxamide